C1(CCC1)NC1=NC(=NC=C1C(F)(F)F)NC=1C=C2[C@H]3CC[C@@H](C2=CC1)N3C(CNC(C)=O)=O N-{2-[6-(4-Cyclobutylamino-5-trifluoromethyl-pyrimidine-2-ylamino)-(1S,4R)-1,2,3,4-tetrahydro-1,4-epiazano-naphthalen-9-yl]-2-oxo-ethyl}-acetamide